8-Isopropoxycarbonyltetracyclo[4.4.0.12,5.17,10]-3-dodecene C(C)(C)OC(=O)C1C2C3C4C=CC(C3C(C1)C2)C4